CC=1N=C2N(N=C(C(=C2C)C)N2CC=3C=C(C=NC3CC2)C2=CC=NN2C2COC2)C(C1)=O 2,8,9-trimethyl-7-(3-(1-(oxetan-3-yl)-1H-pyrazol-5-yl)-7,8-dihydro-1,6-naphthyridin-6(5H)-yl)-4H-pyrimido[1,2-b]pyridazin-4-one